F[C@@H]1[C@@H](C1)C(=O)NC=1SC2=C(N1)C=CC(=C2)C2=C(C=CC(=C2)C2=NNC=C2)C (1s,2s)-2-fluoro-N-(6-(2-methyl-5-(1H-pyrazol-3-yl)phenyl)benzo[d]thiazol-2-yl)cyclopropane-1-carboxamide